N(C(=O)N)CCC[SiH2][SiH2][SiH3] (3-ureidopropyl)trisilane